COC1=C(C=C(C(=O)OC)C=C1[N+](=O)[O-])N1N=C(N=C1)C Methyl 4-methoxy-3-(3-methyl-1H-1,2,4-triazol-1-yl)-5-nitrobenzoate